C(C=C)[SiH3] 2-propenylsilane